The molecule is the monohydrate of calcium acetate. It has a role as a chelator. It contains a calcium acetate. CC(=O)[O-].CC(=O)[O-].O.[Ca+2]